(R)-(+)-4-((5-(3-Hydroxy-3-methyl-2-oxoindolin-1-yl)pyridin-3-yl)methyl)phthalazin-1(2H)-one, hydrochloride Cl.O[C@]1(C(N(C2=CC=CC=C12)C=1C=C(C=NC1)CC1=NNC(C2=CC=CC=C12)=O)=O)C